2'-chloro-5'-methoxy-6-methyl-N-(5-(2-methyl-pyrimidine-4-carbonyl)-5,6-dihydro-4H-pyrrolo[3,4-d]thiazol-2-yl)-[4,4'-bipyridine]-3-carboxamide ClC1=NC=C(C(=C1)C1=C(C=NC(=C1)C)C(=O)NC=1SC2=C(N1)CN(C2)C(=O)C2=NC(=NC=C2)C)OC